C(C=C)(=O)O.C(C=C)(=O)O.C(C=C)(=O)O.C(C=C)(=O)O.C(O)C(CC)(CO)CO.C(O)C(CC)(CO)CO bis-trimethylolpropane tetraacrylate